C1NCC12CC(CC2)N2CCOCC2 4-(2-azaspiro[3.4]oct-6-yl)morpholine